CN1C[C@H](CC1)C1=CC=2C(=NC=CC2NC=2C=CC3=C(N=CS3)C2)S1 (S)-N-(2-(1-methylpyrrolidin-3-yl)thieno[2,3-b]pyridin-4-yl)benzo[d]thiazol-5-amine